3-cyclohexyl-1-oxopropan C1(CCCCC1)CCC=O